(R)-N-(1-(6-((1-methyl-1H-pyrazol-4-yl)ethynyl)-2,5-dioxo-4-phenyl-1,2,4,5-tetrahydropyrrolo[4,3,2-de]isoquinolin-3-yl)ethyl)-2-(sulfamoylamino)pyrazolo[1,5-a]pyrimidine-3-carboxamide CN1N=CC(=C1)C#CC1=CC=C2C=3C(=C(N(C(C13)=O)C1=CC=CC=C1)[C@@H](C)NC(=O)C=1C(=NN3C1N=CC=C3)NS(N)(=O)=O)C(N2)=O